1-((6-methoxy-1-methyl-1H-benzimidazol-7-yl)methyl)-3-(4-methoxyphenyl)urea COC=1C=CC2=C(N(C=N2)C)C1CNC(=O)NC1=CC=C(C=C1)OC